COS(=O)(=O)[O-].[Ag+] silver(I) methylsulfate